C(CCCCCO)O 1,6-hexane-diol